3-isopropyl-1H-pyrrolo[3,2-b]Pyridine C(C)(C)C1=CNC=2C1=NC=CC2